ONC(=O)[C@H]1C[C@H]2N(C=3C=CC=CC3N(C2)C2=CC=C(C=C2)C(F)(F)F)CC1 (6aR,8R)-N-hydroxy-5-(4-(trifluoromethyl)phenyl)-6,6a,7,8,9,10-hexahydro-5H-pyrido[1,2-a]quinoxaline-8-carboxamide